BrC=1C=CC2=C(C(=CO2)CO)C1 (5-bromobenzofuran-3-yl)methanol